3-((5-chloro-1H-indol-2-yl)methyl)-1-((3R)-1-((ethylcarbamoyl)alanyl)piperidin-3-yl)-1-methylurea ClC=1C=C2C=C(NC2=CC1)CNC(N(C)[C@H]1CN(CCC1)C([C@@H](NC(NCC)=O)C)=O)=O